((1-(3-(4-methoxybenzyl)-4,7-dimethyl-5-oxo-4,5-dihydro-3H-pyrazolo[3,4-c]isoquinolin-9-yl)ethyl)amino)benzoic acid methyl ester COC(C1=C(C=CC=C1)NC(C)C=1C=2C3=C(N(C(C2C=C(C1)C)=O)C)N(N=C3)CC3=CC=C(C=C3)OC)=O